thiobis(3-methyl-tert-butylphenol) S(C1=C(C=CC(=C1C)C(C)(C)C)O)C1=C(C=CC(=C1C)C(C)(C)C)O